[5-ethyl-6-fluoro-4-(4,4,5,5-tetramethyl-1,3,2-dioxaborolan-2-yl)-2-naphthyl]oxy-triisopropyl-silane C(C)C1=C2C(=CC(=CC2=CC=C1F)O[Si](C(C)C)(C(C)C)C(C)C)B1OC(C(O1)(C)C)(C)C